C(C)(C)(C)OC(=O)N1CCC(CC1)C1=C2C=CN(C2=CC=C1)[C@H]1C(NC(CC1)=O)=O 4-[1-[(3R)-2,6-dioxo-3-piperidinyl]indol-4-yl]piperidine-1-carboxylic acid tert-butyl ester